7-fluoro-3,4-dihydroisoquinolin-1(2H)-one FC1=CC=C2CCNC(C2=C1)=O